NC1=NN2C(C=C(C=C2)C=2C=NC(=C(C(=O)NCCC(C)C3=CC=CC=C3)C2)CC)=N1 5-(2-amino-[1,2,4]triazolo[1,5-a]pyridin-7-yl)-2-ethyl-N-(3-phenylbutyl)nicotinamide